2-(2,6-difluoro-phenyl)-4-[[5-(4-hydroxy-1-piperidyl)-2-pyridyl]amino]-8-methyl-6H-1,6-naphthyridin-5-one FC1=C(C(=CC=C1)F)C1=NC=2C(=CNC(C2C(=C1)NC1=NC=C(C=C1)N1CCC(CC1)O)=O)C